2-[5-(1,2,3,6-tetrahydropyridin-2-yl)-3-pyridyl]-2,5-diazabicyclo[2.2.1]heptane N1C(CC=CC1)C=1C=C(C=NC1)N1C2CNC(C1)C2